4-{[(3R,4S)-4-fluoropiperidin-3-yl]amino}-6-[4-(2-hydroxy-2-methylpropoxy)phenyl]pyrido[3,2-d]pyrimidine-8-carboxamide F[C@@H]1[C@@H](CNCC1)NC=1C2=C(N=CN1)C(=CC(=N2)C2=CC=C(C=C2)OCC(C)(C)O)C(=O)N